C(C)OCCC(C(=O)O)=C.C(C=C)(=O)O.C(C=C)(=O)O.OCC(C)(CO)C neopentyl glycol diacrylate ethoxyethyl-acrylate